5-[2-[[(3R)-1-(2-hydroxyethyl)-3-piperidyl]amino]oxazolo[4,5-b]pyrazin-5-yl]-6-methyl-indan-4-ol OCCN1C[C@@H](CCC1)NC=1OC=2C(=NC(=CN2)C2=C(C=3CCCC3C=C2C)O)N1